2-methoxy-2-(methyl-d3)-1-(4-((1-methylcyclopentyl)methoxy-d2)phenyl)propan-3,3,3-d3-1-amine COC(C(N)C1=CC=C(C=C1)OC([2H])([2H])C1(CCCC1)C)(C([2H])([2H])[2H])C([2H])([2H])[2H]